7-[4-(1H-pyrazol-1-yl)piperidin-1-yl]-3-oxa-9-azabicyclo[3.3.1]nonane-9-carboxylic acid ethyl ester C(C)OC(=O)N1C2COCC1CC(C2)N2CCC(CC2)N2N=CC=C2